OC=1C=C2[C@@H](NC(C2=CC1C)=O)C1=C(NC2=CC=CC=C12)CN1CCCC1 (3R)-5-hydroxy-6-methyl-3-{2-[(pyrrolidin-1-yl)methyl]-1H-indol-3-yl}-2,3-dihydro-1H-isoindol-1-one